ClC1=CC=C(C=C1)N1C(N(C(C1=O)CCC(=O)NCC1=C(C(=O)NO)C=CC=C1)C)=O ((3-(1-(4-chlorophenyl)-3-methyl-2,5-dioxoimidazolin-4-yl)propionylamino)methyl)-N-hydroxybenzamide